(2S,3R)-3-[(4R)-spiro[1,3-dioxolane-2,9'-xanthene]-4-yl]-2-(fluorenyl-methyloxycarbonylamino)butanoic acid t-butylester C(C)(C)(C)OC([C@H]([C@@H](C)[C@H]1OC2(C3=CC=CC=C3OC=3C=CC=CC23)OC1)N(C(=O)OC)C1=CC=CC=2C3=CC=CC=C3CC12)=O